5-bromo-3-(2-(2-ethoxy-2-oxoethyl)-3-methylphenoxy)-2,3-dihydrospiro[indene-1,4'-piperidine]-1'-carboxylic acid methyl ester COC(=O)N1CCC2(CC1)CC(C1=CC(=CC=C12)Br)OC1=C(C(=CC=C1)C)CC(=O)OCC